(R)-1-(4-benzyl-2-ethyl-3-oxo-3,4-dihydro-2H-benzo[b][1,4]oxazin-7-yl)-3-(tert-butyl)urea C(C1=CC=CC=C1)N1C2=C(O[C@@H](C1=O)CC)C=C(C=C2)NC(=O)NC(C)(C)C